C(C)OC1=C(C=CC(=C1)F)C(=O)N1CC2(C1)CC(C2)N2N=C(C=C2C)C2=C(C=C(C=C2)F)C (2-ethoxy-4-fluorophenyl){6-[3-(5-fluoro-2-tolyl)-5-methyl-1-pyrazolyl]-2-aza-2-spiro[3.3]heptyl}methanone